trans-1,2-dichloro-ethylene Cl\C=C\Cl